ClC=1C=C(OC=2C=C(CN3CCN(CC3)C(=O)N3N=C(C=C3)C(=O)O)C=C(C2)F)C=CC1 1-(4-(3-(3-chlorophenoxy)-5-fluorobenzyl)piperazine-1-carbonyl)-1H-pyrazole-3-carboxylic acid